FC=1C(=NC(=C(C1)F)F)N1CCN(CC1)C(=O)NC1=NC=C(C=C1)O 4-(3,5,6-trifluoropyridin-2-yl)-N-(5-hydroxypyridin-2-yl)piperazine-1-carboxamide